methyl (2S)-2-(dimethylamino)-3-(1H-imidazol-5-yl)propanoate dihydrochloride Cl.Cl.CN([C@H](C(=O)OC)CC1=CN=CN1)C